N1CC(CCCC1)C#N azepan-3-carbonitrile